N1=C(C=CC=C1)C[Ir] picolinyl-iridium